2-(2-(4-amino-7-methoxy-9H-pyrimido[4,5-b]indol-9-yl)acetyl)-N-(6-bromopyridin-2-yl)-2-azabicyclo[3.1.0]hexane-3-carboxamide NC1=NC=NC=2N(C3=CC(=CC=C3C21)OC)CC(=O)N2C1CC1CC2C(=O)NC2=NC(=CC=C2)Br